N1C=C(CC2=CN=CC=C12)C(=O)N 1,4-dihydro-1,6-naphthyridin-3-carboxamide